N-(4-((6,7-Dimethoxy-1,5-naphthyridin-4-yl)oxy)-3-fluorophenyl)-5-(4-fluorophenyl)-1-isopropyl-6-methyl-4-oxo-1,4-dihydropyridine-3-carboxamide COC=1N=C2C(=CC=NC2=CC1OC)OC1=C(C=C(C=C1)NC(=O)C1=CN(C(=C(C1=O)C1=CC=C(C=C1)F)C)C(C)C)F